((4-(6-chloropyridin-2-yl)piperidin-1-yl)methyl)-1-(oxetan-2-ylmethyl)-1H-benzo[d]imidazole-6-carboxylic acid methyl ester COC(=O)C=1C=CC2=C(N(C(=N2)CN2CCC(CC2)C2=NC(=CC=C2)Cl)CC2OCC2)C1